C[C@H]1CN(C[C@H](N1)C)C1=CC=C(C2=CC=CC=C12)NC(=O)C=1C=C(C=2N(N1)C=C(N2)C)C N-(4-((3S,5R)-3,5-dimethylpiperazin-1-yl)naphthalen-1-yl)-2,8-dimethylimidazo[1,2-b]pyridazine-6-carboxamide